N2-(3-methyl-tetrahydrofuran-3-yl)-6-(2-pyridyl)-N3-sec-butyl-pyridine-2,3-diamine CC1(COCC1)NC1=NC(=CC=C1NC(C)CC)C1=NC=CC=C1